O1C(OCC1)C=1C=CC(=NC1)C1=C2CCNC2=CC(=C1)OC 4-(5-(1,3-Dioxolan-2-yl)pyridin-2-yl)-6-methoxyindoline